(E)-(3-(5-carbamoyl-2-((4-((4-carbamoyl-2-methoxy-6-nitrophenyl)amino)but-2-en-1-yl)amino)-3-nitrophenoxy)propyl)carbamate C(N)(=O)C=1C=C(C(=C(OCCCNC([O-])=O)C1)NC\C=C\CNC1=C(C=C(C=C1[N+](=O)[O-])C(N)=O)OC)[N+](=O)[O-]